4-[2-(Difluoromethyl)-1,3-thiazol-5-yl]-N-(1-methylsulfonylpiperidin-4-yl)-5-(trifluoromethyl)pyrimidin-2-amine FC(C=1SC(=CN1)C1=NC(=NC=C1C(F)(F)F)NC1CCN(CC1)S(=O)(=O)C)F